FC=1C=CC2=C(N=C(O2)[C@H]2N(CCC3=C2N=CN3)C(=O)C3=C(N=C(O3)C3=NN(C=C3)C)C)C1 (S)-(4-(5-fluorobenzo[d]oxazol-2-yl)-6,7-dihydro-1H-imidazo[4,5-c]pyridin-5(4H)-yl)(4-methyl-2-(1-methyl-1H-pyrazol-3-yl)oxazol-5-yl)methanone